(3-(1-(2-fluorobenzyl)-1H-1,2,3-triazol-4-yl)phenyl)-7-methoxy-6-(3-morpholinopropoxy)quinazolin-4-amine FC1=C(CN2N=NC(=C2)C=2C=C(C=CC2)C2=NC3=CC(=C(C=C3C(=N2)N)OCCCN2CCOCC2)OC)C=CC=C1